COC1=C(C=CC=C1)P(C1=C(C=CC=C1)S(=O)(=O)O)C1=C(C=CC=C1)OC 2-[bis(2-methoxyphenyl)phosphino]benzenesulfonic acid